1-(5-(aminomethyl)thiophen-2-yl)-2-((6-ethoxy-2-methylpyrido[3,4-d]pyrimidin-4-yl)thio)ethan-1-one hydrochloride Cl.NCC1=CC=C(S1)C(CSC=1C2=C(N=C(N1)C)C=NC(=C2)OCC)=O